1-(2-chloro-3-iodophenyl)-2-(difluoromethyl)-1H-imidazole ClC1=C(C=CC=C1I)N1C(=NC=C1)C(F)F